4-(5-(isoxazol-4-yl)benzo[d]oxazol-2-yl)picolinic acid ethyl ester C(C)OC(C1=NC=CC(=C1)C=1OC2=C(N1)C=C(C=C2)C=2C=NOC2)=O